NC1=C2C(=C3C(=N1)C=CS3)N(C(=N2)CCCC)CC2CCN(CC2)C(=O)OCC2=CC=CC=C2 benzyl 4-((4-amino-2-butyl-1H-imidazo[4,5-d]thieno[3,2-b]pyridin-1-yl)methyl)piperidine-1-carboxylate